1-(5-((R)-8-phenyl-7,8-dihydro-6H-pyrrolo[2',1':2,3]imidazo[4,5-b]pyridin-2-yl)pyrimidin-2-yl)-1-(tetrahydro-2H-pyran-4-yl)ethanol C1(=CC=CC=C1)[C@H]1CCC2=NC=3C(=NC(=CC3)C=3C=NC(=NC3)C(C)(O)C3CCOCC3)N21